C(O)(O)=O.[N+](=O)([O-])C1=CC=CC=C1.[N+](=O)([O-])C1=CC=CC=C1 Bis(p-nitrobenzene) carbonate